N=C(NC(NC1=C(C(=O)N(C)C)C=C(C=N1)C(F)(F)F)=S)C=1C=C2C(=CN1)N(C(C2)(C)C)C 2-(3-(imino(1,2,2-trimethyl-2,3-dihydro-1H-pyrrolo[2,3-c]pyridin-5-yl)methyl)thioureido)-N,N-dimethyl-5-(trifluoromethyl)nicotinamide